FC=1C=C(C=CC1F)N1C(N([C@H](C1)C#N)C1=CN=CC2=CC=C(C=C12)S(=O)(=O)C)=O (R)-1-(3,4-difluorophenyl)-3-(6-(methylsulfonyl)isoquinolin-4-yl)-2-oxoimidazoline-4-carbonitrile